FC(C=1C=C(C=C(C1)C(F)(F)F)NC(N[C@@H](C(=O)NC1=C(C=C(C=C1)F)F)C1=CC=C(C=C1)OCC#C)=O)(F)F (R)-2-(3-(3,5-bis(trifluoromethyl)phenyl)ureido)-N-(2,4-difluorophenyl)-2-(4-(prop-2-yn-1-yloxy)phenyl)acetamide